(1,5-dimethyl-1H-indazol-4-yl)boronic acid CN1N=CC2=C(C(=CC=C12)C)B(O)O